C1(C=CC=C1)N1CCN(CC1)CCC(=C)C1=CC=CC=C1 1-(4-cyclopentadienyl-1-piperazinyl)-3-phenylbut-3-ene